CC1(CC(CCC1)(C)C)C 1,1,3,3-tetramethylcyclohexane